C(CCC)N1C(=NC2=C1C=C(C(=C2)OC)OC)CCNCCC=2OC=C(N2)C(=O)NCC2=NC=CC=C2F 2-(2-((2-(1-butyl-5,6-dimethoxy-1H-benzo[d]imidazol-2-yl)ethyl)amino)ethyl)-N-((3-fluoropyridin-2-yl)methyl)oxazole-4-carboxamide